N1C=NC=C1CN(C=1C=C(C=CC1)N(C(C1=CC=C(C=C1)OC)=O)CC(C)C)C N-[3-[1H-imidazol-5-ylmethyl(methyl)amino]phenyl]-N-isobutyl-4-methoxy-benzamide